FC=1C(=NC(=NC1)C(C(=O)O)(C)C)OC 2-(5-fluoro-4-methoxypyrimidin-2-yl)-2-methylpropanoic acid